FC=1C=C(C=CC1Cl)C(C)=O 1-(3-fluoro-4-chlorophenyl)ethanone